IC1=CC=C(C=C1)C=1C(N(C2=CC=CC=C2N1)C)=O 3-(4-iodophenyl)-1-methylquinoxalin-2(1H)-one